4-(3-((5-chloro-2-((3-methyl-1-(1-methylpiperidin-4-yl)-1H-pyrazol-4-yl)amino)pyrimidin-4-yl)amino)propyl)-2,2-dimethyl-1,4-oxazepan-3-one ClC=1C(=NC(=NC1)NC=1C(=NN(C1)C1CCN(CC1)C)C)NCCCN1C(C(OCCC1)(C)C)=O